1-[4-[4-[3-chloro-4-(2-pyridylmethoxy)anilino]-7H-pyrrolo[2,3-d]pyrimidin-5-yl]-1-piperidyl]prop-2-en-1-one ClC=1C=C(NC=2C3=C(N=CN2)NC=C3C3CCN(CC3)C(C=C)=O)C=CC1OCC1=NC=CC=C1